6-((1-(1-methylpiperidin-4-yl)-1H-indol-5-yl)amino)-1,2-dihydro-3H-pyrazolo[3,4-d]Pyrimidin-3-one CN1CCC(CC1)N1C=CC2=CC(=CC=C12)NC1=NC=C2C(=N1)NNC2=O